(1R,3R,4R)-5,5-difluoro-2-(4-methoxy-1H-indole-2-carbonyl)-N-((R,Z)-1-(2-oxodihydrofuran-3(2H)-ylidene)-3-((S)-2-oxopyrrolidin-3-yl)propan-2-yl)-2-azabicyclo[2.2.2]octane-3-carboxamide FC1([C@H]2[C@@H](N([C@@H](C1)CC2)C(=O)C=2NC1=CC=CC(=C1C2)OC)C(=O)N[C@@H](\C=C\2/C(OCC2)=O)C[C@H]2C(NCC2)=O)F